(6As)-3-(8-bromo-2-methyloctan-2-yl)-6,6-dimethyl-6a,7,10,10a-tetrahydrobenzo[c]chromene-1,9-diol BrCCCCCCC(C)(C)C=1C=C(C=2C3[C@@H](C(OC2C1)(C)C)CC=C(C3)O)O